BrCCCCCCCOC1=C2CN(C(C2=CC=C1)=O)C1C(NC(CC1)=O)=O 3-(4-((7-bromoheptyl)oxy)-1-oxoisoindolin-2-yl)piperidine-2,6-dione